ClC1=C2C=C(C=NC2=NC(=C1)OCC1=CC=C(C=C1)OC)N1CC(N(CC1)C(=O)OC(C)(C)C)C1CC1 tert-butyl 4-{5-chloro-7-[(4-methoxyphenyl)methoxy]-1,8-naphthyridin-3-yl}-2-cyclopropylpiperazine-1-carboxylate